CN(C(C=C)=O)[C@H]1C[C@H](CCC1)OC=1C=2N(C=C(N1)C=1C=NN(C1)C)N=CC2 N-methyl-N-((1R,3S)-3-((6-(1-methyl-1H-pyrazol-4-yl)pyrazolo[1,5-a]pyrazin-4-yl)oxy)cyclohexyl)acrylamide